CCC(CCCCCCC)OC1CO1 3-decoxyethylene oxide